2-(2-chloro-5-methylbenzamido)-4-(4-chlorophenyl)thiophene-3-carboxylic acid ClC1=C(C(=O)NC=2SC=C(C2C(=O)O)C2=CC=C(C=C2)Cl)C=C(C=C1)C